FC(C1=NN(C(=C1C(=O)N[C@@H](C)C1=CC(=C(C(=O)OC)C=C1)C)OC1=CC(=C(C=C1)F)CC)C)F methyl (S)-4-(1-(3-(difluoromethyl)-5-(3-ethyl-4-fluorophenoxy)-1-methyl-1H-pyrazole-4-carboxamido)ethyl)-2-methylbenzoate